di(2-fluoroethyl) ether FCCOCCF